2-hydroxypropyl acrylate tert-butyl-acrylate C(C)(C)(C)OC(C=C)=O.C(C=C)(=O)OCC(C)O